C1(CCCC1)N1C(=CC(C2=CC(=C(C=C12)C=O)F)=C=O)C 1-cyclopentyl-6-fluoro-2-methyl-4-carbonyl-1,4-dihydroquinoline-7-carbaldehyde